ClC1=C2C(=NC(=N1)N)N(N=C2)CC2=C(C=C(C=C2)[N+](=O)[O-])F 4-chloro-1-[(2-fluoro-4-nitro-phenyl)methyl]Pyrazolo[3,4-d]Pyrimidine-6-amine